S1C(=NC2=C1C=CC=C2)C(=O)[O-].[Li+] lithium benzo[d]thiazole-2-carboxylate